1-(4,5-difluoro-2-methylphenyl)-3-(6-methoxy-2-methylpyridin-3-yl)-6-(trifluoromethyl)-2,3-dihydroquinazolin-4(1H)-one FC1=CC(=C(C=C1F)N1CN(C(C2=CC(=CC=C12)C(F)(F)F)=O)C=1C(=NC(=CC1)OC)C)C